5-[4-amino-5-(trifluoromethyl)pyrrolo[2,1-f][1,2,4]triazin-7-yl]-N-[(3R,4S)-1-(2-chloro-3-fluorobenzoyl)-4-fluoropyrrolidin-3-yl]-4-fluoro-2-methylbenzamide NC1=NC=NN2C1=C(C=C2C=2C(=CC(=C(C(=O)N[C@@H]1CN(C[C@@H]1F)C(C1=C(C(=CC=C1)F)Cl)=O)C2)C)F)C(F)(F)F